(2S)-1-benzyloxy-3-chloro-propan-2-ol C(C1=CC=CC=C1)OC[C@@H](CCl)O